8-amino-N-(4-methoxybenzyl)-9-methylthieno[3,2-e][1,2,4]triazolo[4,3-b]pyridazine-7-carboxamide NC1=C(SC=2C1=C(C=1N(N2)C=NN1)C)C(=O)NCC1=CC=C(C=C1)OC